diheptyl 2,2'-(((6-bromo-1,3,5-triazine-2,4-diyl)bis(3-hydroxy-4,1-phenylene))bis(oxy))dipropionate BrC1=NC(=NC(=N1)C1=C(C=C(C=C1)OC(C(=O)OCCCCCCC)C)O)C1=C(C=C(C=C1)OC(C(=O)OCCCCCCC)C)O